2-(4-(4-fluorophenyl)piperazin-1-yl)-6-methyl-8-vinylquinoline-4-carbonitrile FC1=CC=C(C=C1)N1CCN(CC1)C1=NC2=C(C=C(C=C2C(=C1)C#N)C)C=C